acryloyloxyhexylethyldimethoxysilane C(C=C)(=O)OCCCCCC[Si](OC)(OC)CC